ε-palmitoyl-lysine C(CCCCCCCCCCCCCCC)(=O)C(CCC[C@H](N)C(=O)O)N